FC1(CC(C1)[C@@H]1N(S(OC1)(=O)=O)C(=O)OC(C)(C)C)F tert-butyl (S)-4-(3,3-difluorocyclobutyl)-1,2,3-oxathiazolidine-3-carboxylate 2,2-dioxide